(R)-N-((3-(cyclopropylmethoxy)thiophen-2-yl)methyl)-2-(9-(pyridin-2-yl)-6-oxaspiro[4.5]decan-9-yl)ethanamine C1(CC1)COC1=C(SC=C1)CNCC[C@]1(CCOC2(CCCC2)C1)C1=NC=CC=C1